O[C@@H](CN[C@H]1COC2(C1)CCN(CC2)C(=O)OCC2=CC=CC=C2)COC2=CC(=CC=C2)S(=O)(=O)C (R)-benzyl 3-(((S)-2-hydroxy-3-(3-(methylsulfonyl)phenoxy)propyl)amino)-1-oxa-8-azaspiro[4.5]decane-8-carboxylate